BrC1=CC2=C(N(C(N2C2CCNCC2)=O)CC2=C(C=C(C=C2)C=2OC(=NN2)C(F)F)F)C=C1 5-bromo-1-(4-(5-(difluoromethyl)-1,3,4-oxadiazol-2-yl)-2-fluorobenzyl)-3-(piperidin-4-yl)-1,3-dihydro-2H-benzo[d]imidazol-2-one